bicyclo[1.1.1]pentane-1,3-dimethanol C12(CC(C1)(C2)CO)CO